NC=1C=C(C=CC1NC1=CC(=CC=C1)Cl)C(=O)N1CCCCC1 (3-amino-4-((3-chlorophenyl)amino)phenyl)(piperidin-1-yl)methanone